1-(1-(6-amino-5-(2,3-dichlorophenyl)pyrazin-2-yl)piperidin-4-yl)guanidine hydrochloride Cl.NC1=C(N=CC(=N1)N1CCC(CC1)NC(=N)N)C1=C(C(=CC=C1)Cl)Cl